racemic-2-bromobutyric acid Br[C@@H](C(=O)O)CC |r|